L-Alanine, Magnesium salt [Mg+2].N[C@@H](C)C(=O)[O-].N[C@@H](C)C(=O)[O-]